C1=CC=CC=2C3=CC=CC=C3C(C12)COC(=O)NCC12CC(C1)(C2)C(=O)O[C@H](C(=O)O)CC2=CC=CC=C2 (S)-2-((3-(((((9H-fluoren-9-yl)methoxy)carbonyl)amino)methyl)bicyclo[1.1.1]pentane-1-carbonyl)oxy)-3-phenylpropanoic acid